Dimethyl(6-((2-((5-methyl-4-(4-methylpiperazin-1-yl)-2-(2,2,2-trifluoroethoxy)phenyl)amino)-7H-pyrrolo[2,3-d]pyrimidin-4-yl)amino)quinoxalin-5-yl)phosphine oxide CP(C1=C2N=CC=NC2=CC=C1NC=1C2=C(N=C(N1)NC1=C(C=C(C(=C1)C)N1CCN(CC1)C)OCC(F)(F)F)NC=C2)(C)=O